ClCC=1C=CC2=C(NC(O[C@@]2(C(C)(F)F)C#CC2CC2)=O)C1 (S)-7-(chloromethyl)-4-(cyclopropylethynyl)-4-(1,1-difluoroethyl)-1,4-dihydro-2H-benzo[d][1,3]oxazin-2-one